(S)-2-CYCLOPROPYLPENT-4-EN-1-OL C1(CC1)[C@@H](CO)CC=C